(1-Cyclopropylcyclopropyl)-[(5S,7S)-7-fluoro-5-phenyl-6,7-dihydro-5H-pyrrolo[1,2-b][1,2,4]triazol-2-yl]methanone C1(CC1)C1(CC1)C(=O)C=1N=C2N(N1)[C@@H](C[C@@H]2F)C2=CC=CC=C2